tert-butyl N-[(3R)-5-[(4-chlorophenyl)methyl]-7-(hydrazinecarbonyl)-8-methyl-4-oxo-2,3-dihydro-1,5-benzothiazepin-3-yl]carbamate ClC1=CC=C(C=C1)CN1C([C@H](CSC2=C1C=C(C(=C2)C)C(=O)NN)NC(OC(C)(C)C)=O)=O